N-[(1S)-1-cyclopropylethyl]-5-(1-methyl-1H-pyrazol-3-yl)-6-[4-(trifluoromethyl)phenoxy]pyridine-3-carboxamide C1(CC1)[C@H](C)NC(=O)C=1C=NC(=C(C1)C1=NN(C=C1)C)OC1=CC=C(C=C1)C(F)(F)F